CC1=CC(=O)C[C@@]([C@]1(/C=C/C(=C\\C(=O)O)/C)O)(C)CO The molecule is an oxo monocarboxylic acid that is (+)-abscisic acid substituted by a hydroxy group at position 9'. It has a role as a plant metabolite. It is an oxo monocarboxylic acid, a primary alcohol and a tertiary alcohol. It derives from a (+)-abscisic acid.